C(C)(C)N1N=CC=C1C(=O)N[C@@H](CC(C(F)(F)F)(C)C)C1=NC2=C(N1)C=C(C=C2)[C@@H](C)NC(CCC(F)(F)F)=O |o1:29| 1-Isopropyl-N-((S)-4,4,4-trifluoro-3,3-dimethyl-1-(6-((R*)-1-(4,4,4-trifluorobutanamido)ethyl)-1H-benzo[d]imidazol-2-yl)butyl)-1H-pyrazole-5-carboxamide